FC1(C(C1)CC=1N(N=C2C=CC(=CC12)C(=O)N)C=1C=NC=CC1)F [(2,2-difluorocyclopropyl)methyl]-2-(3-pyridinyl)-2H-indazole-5-carboxamide